6-(1-{4-methoxy-5-[(6-methoxypyridin-3-yl)oxy]pyridin-2-carbonyl}piperidin-4-yl)pyridazin-3-amine trifluoroacetate salt FC(C(=O)O)(F)F.COC1=CC(=NC=C1OC=1C=NC(=CC1)OC)C(=O)N1CCC(CC1)C1=CC=C(N=N1)N